(4-(methylsulfonyl)phenyl)(pyridin-4-yl)methanol CS(=O)(=O)C1=CC=C(C=C1)C(O)C1=CC=NC=C1